N-(cis-2-(biphenyl-3-ylmethyl)-1-(cyclopropylcarbonyl)pyrrolidin-3-yl)methanesulfonamide C1(=CC(=CC=C1)C[C@@H]1N(CC[C@@H]1NS(=O)(=O)C)C(=O)C1CC1)C1=CC=CC=C1